2-((1S,4S)-5-(2,6-dichloropyrimidin-4-yl)-2-oxa-5-azabicyclo[2.2.1]hept-4-yl)ethan ClC1=NC(=CC(=N1)N1[C@@]2(CO[C@H](C1)C2)CC)Cl